FC(C1=NN(C(=C1)C)C1=NC(=CC=C1CO)N1C=NC2=C1C=C(C(=C2)NC=2N=NC(=CC2)C)F)F [2-[3-(difluoromethyl)-5-methyl-pyrazol-1-yl]-6-[6-fluoro-5-[(6-methylpyridazin-3-yl)amino]benzimidazol-1-yl]-3-pyridinyl]methanol